CN(CCCNCC1=CC=C(C=C1)N1C=CC2=C1N=C(N=C2C2=CC=CC=C2)C2=CC=CC=C2)C 7-(4-[(3-Dimethylaminopropyl)aminomethyl]phenyl)-2,4-diphenyl-7H-pyrrolo[2,3-d]pyrimidine